N-(1-Cyanocyclopropyl)-9-(5-(difluoromethyl)-1,3,4-thiadiazol-2-yl)-4-(1-oxa-8-azaspiro[4.5]decan-8-yl)-9H-pyrimido[4,5-b]indole-7-sulfonamide C(#N)C1(CC1)NS(=O)(=O)C1=CC=C2C3=C(N(C2=C1)C=1SC(=NN1)C(F)F)N=CN=C3N3CCC1(CCCO1)CC3